S1C(=NC2=C1C=CC=C2)NC2=C(C=C(N=N2)N(C=2SC(=C(N2)C(=O)O)C=C)C)C 2-({6-[(1,3-benzothiazol-2-yl)amino]-5-methylpyridazin-3-yl}(methyl)amino)-5-ethenyl-1,3-thiazole-4-carboxylic acid